trans-2,2-dichloro-3-(4-sulfamoylphenyl)cyclopropanecarboxylic acid methyl ester COC(=O)[C@@H]1C([C@H]1C1=CC=C(C=C1)S(N)(=O)=O)(Cl)Cl